CC1=CC=C(COCCCCCCN2C[C@@H]([C@H]([C@@H]([C@H](C2)O)O)O)O)C=C1 (3S,4R,5R,6S)-1-{6-[(4-methylbenzyl)oxy]hexyl}-3,4,5,6-azepanetetrol